ClC=1C=CC=C2C(C=C(OC12)C1=C(C=C2C(C(N(C2=C1)C)=O)(C)C)OCCOC1CC(C1)C(=O)O)=O 3-[2-[6-(8-chloro-4-oxo-chromen-2-yl)-1,3,3-trimethyl-2-oxo-indolin-5-yl]oxyethoxy]cyclobutanecarboxylic acid